2-CHLORO-1-METHYL-1H-INDOLE-3-CARBALDEHYDE ClC=1N(C2=CC=CC=C2C1C=O)C